(E)-2-cyano-cyclopropanecarboxamide C(#N)C1C(C1)C(=O)N